2-ethyl-2-({6-[3-(fluoromethoxy)-2,2-dimethylpropoxy]-5-(3-methoxyazetidin-1-yl)pyridine-2-carbonyl}amino)butanoic acid ethyl ester C(C)OC(C(CC)(NC(=O)C1=NC(=C(C=C1)N1CC(C1)OC)OCC(COCF)(C)C)CC)=O